CN1N=NC(=C1C(=O)OC)C1=NC(=C(C=C1)NS(=O)(=O)C)C methyl 1-methyl-4-(6-methyl-5-(methylsulfonylamino) pyridin-2-yl)-1H-1,2,3-triazole-5-carboxylate